NC(CC(C=1C=NC(=CC1)OC)NC(=O)[C@@H]1N(C[C@H](C1)O)C([C@@H](C(C)(C)C)N1N=NC(=C1)C1CC1)=O)=O (2R,4s)-N-[3-amino-1-(6-methoxy-3-pyridinyl)-3-oxo-propyl]-1-[(2R)-2-(4-cyclopropyltriazol-1-yl)-3,3-dimethyl-butyryl]-4-hydroxy-pyrrolidine-2-carboxamide